OCCC=1C(NC(=NC1C)N)=O 5-(2-hydroxyethyl)-6-methylisocytosine